OC1=C2C(C3=C4C5=C6C7=C(C(C=8C(=CC(=C(C(C(=C1)O)=C25)C86)O)O)=O)C(=CC(=C7C4=C(C=C3O)C)C)O)=O 1,3,4,6,8,13-hexahydroxy-10,11-dimethylphenanthro[1,10,9,8-opqra]perylene-7,14-dione